C(C1=CC=CC=C1)OC=1C=C2NCCCC3CC(N(C4=NC(=CC=C4C(NS(C(C1)=N2)(=O)=O)=O)C(C)(C)C)C3)(C)C 21-(Benzyloxy)-8-tert-butyl-12,12-dimethyl-2λ6-thia-3,9,11,18,23-pentaazatetracyclo[17.3.1.111,14.05,10]tetracosa-1(23),5,7,9,19,21-hexaene-2,2,4-trione